BrC1=C(C(=C(C(=C1)F)[N+](=O)[O-])F)F 1-bromo-2,3,5-trifluoro-4-nitrobenzene